2-[3-chloro-2-fluoro-6-(trifluoromethyl)phenyl]-6-(6-methoxypyridin-3-yl)pyrimidin-4(3H)-one ClC=1C(=C(C(=CC1)C(F)(F)F)C1=NC(=CC(N1)=O)C=1C=NC(=CC1)OC)F